(R or S)-3-(4-(2-methyl-5-oxopyrrolidin-2-yl)benzyl)quinolin-2(1H)-one C[C@]1(NC(CC1)=O)C1=CC=C(CC=2C(NC3=CC=CC=C3C2)=O)C=C1 |o1:1|